(S)-1-(2-(1-(5-oxa-2-azaspiro[3.4]oct-7-yl)piperidin-4-yl)-4-fluorophenoxy)-2-methylpropan-2-ol C1NCC12OC[C@H](C2)N2CCC(CC2)C2=C(OCC(C)(O)C)C=CC(=C2)F